1-(1-(9H-carbazole-9-carbonyl)-1H-indol-3-yl)ethane-1-one rac-(3R,5R)-5-(2-aminopyrimidin-5-yl)oxolan-3-yl-N-(1-methylcyclopropyl)carbamate NC1=NC=C(C=N1)[C@H]1C[C@H](CO1)N(C(O)=O)C1(CC1)C.C1=CC=CC=2C3=CC=CC=C3N(C12)C(=O)N1C=C(C2=CC=CC=C12)C(C)=O |r|